2-Methyl-5-[(1R,4R)-5-methyl-2,5-diazabicyclo[2.2.1]heptan-2-yl]-N-[(1R)-1-(naphthalen-1-yl)ethyl]benzamide CC1=C(C(=O)N[C@H](C)C2=CC=CC3=CC=CC=C23)C=C(C=C1)N1[C@H]2CN([C@@H](C1)C2)C